2-{[(tert-butoxy)carbonyl]amino}-3-(3-cyanophenyl)propanoic acid C(C)(C)(C)OC(=O)NC(C(=O)O)CC1=CC(=CC=C1)C#N